IC1=CC=C(C=C1)S(=O)[O-] (R)-4-iodobenzenesulfinate